C(C1=CC=CC=C1)OCC(=O)NC=1N=C2N(N=C(C=C2)C=2C=NC(=C(C(=O)O)C2)C)C1 5-(2-(2-(benzyloxy)acetamido)imidazo[1,2-b]pyridazin-6-yl)-2-methylnicotinic acid